[Cl-].OC(C[N+](C)(C)C)C N-(2-hydroxy)propyl-trimethyl-ammonium chloride